(R)-6-(4-aminopiperidin-1-yl)-N-(1-(3-(difluoromethyl)-2-fluorophenyl)ethyl)quinolin-4-amine NC1CCN(CC1)C=1C=C2C(=CC=NC2=CC1)N[C@H](C)C1=C(C(=CC=C1)C(F)F)F